O(C#N)C1=CC=C(C=C1)C1=C(C(=O)O)C=CC(=C1)OC#N.O(C#N)C1=CC=C(C=C1)OC(C1=CC=C(C=C1)OC#N)=O 4-Cyanatobenzoic acid-4-Cyanatophenyl ester (4-Cyanatophenyl-4-Cyanatobenzoate)